COC=1C=C(C=CC1)NC1=C2N=CN(C2=NC(=N1)N1CCOCC1)N=CC1=CC(=CC=C1)C N-(3-methoxyphenyl)-9-((3-methylbenzylidene)amino)-2-morpholino-9H-purin-6-amine